CC1=CC=C(C=C1)S(=O)(=O)OCC[N+](C)(C)C choline p-toluene-sulfonate